ClC1=NC=C2C(=C(C(=NC2=C1F)N1CC(C1)N(C)C)[N+](=O)[O-])NC1C2CN(C1C2)C(=O)OC(C)(C)C tert-butyl (endo)-5-((7-chloro-2-(3-(dimethylamino)azetidin-1-yl)-8-fluoro-3-nitro-1,6-naphthyridin-4-yl)amino)-2-azabicyclo[2.1.1]hexane-2-carboxylate